trans-eugenol C=1(C(O)=CC=C(CC=C)C1)OC